Hydriodic Acid Iodine [I].I